ClC1=C(C=CC=C1)C=1N=NN(C1)[C@@H]1CCO[C@]12O[C@@H]([C@@H]([C@@H]([C@H]2O)N2N=NC(=C2)C2=CC(=C(C(=C2)F)F)F)O)CO (4R,5S,7R,8R,9S,10R)-4-(4-(2-chlorophenyl)-1H-1,2,3-triazol-1-yl)-7-(hydroxymethyl)-9-(4-(3,4,5-trifluorophenyl)-1H-1,2,3-triazol-1-yl)-1,6-dioxaspiro[4.5]decan-8,10-diol